CC=1C=C(CNC2=NC=3C(=CC=CC3C=3N2N=C(N3)C3CC(C3)C3=CC=C(C=N3)C3(CC(C3)(F)F)O)OC)C=CC1C 1-(6-((1s,3s)-3-(5-((3,4-dimethylbenzyl)amino)-7-methoxy-[1,2,4]triazolo[1,5-c]quinazolin-2-yl)cyclobutyl)pyridin-3-yl)-3,3-difluorocyclobutan-1-ol